(1R,5S,6r)-6-(4-benzyl-5,5-dimethyl-4,5-dihydro-1,2,4-oxadiazol-3-yl)-3-azabicyclo[3.1.0]hexane TFA Salt OC(=O)C(F)(F)F.C(C1=CC=CC=C1)N1C(=NOC1(C)C)C1[C@H]2CNC[C@@H]12